COC1=CC=C(C=C1)N(C=1C=CC=2NC3=CC=C(C=C3C2C1)N(C1=CC=C(C=C1)OC)C1=CC=C(C=C1)OC)C1=CC=C(C=C1)OC N3,N3,N6,N6-tetra(4-methoxyphenyl)-9H-carbazole-3,6-diamine